C(C)SC1=C(C(=CC(=C1)N1CCOC2=C(C1)C=CC(=C2)F)C)NC(CC(C)(C)C)=O N-(2-(ethylthio)-4-(8-fluoro-2,3-dihydrobenzo[f][1,4]oxazepin-4(5H)-yl)-6-methylphenyl)-3,3-dimethylbutanamide